C(C)(C)(C)OC(=O)NN1C(C=2C(C1=O)=CC=CC2)=O N-(tert-butoxycarbonylamino)phthalimide